S2-E-3-hydroxy-1-methyl-N-(1-methylcyclopropyl)-2-oxo-2,3-dihydro-1H-benzo[d]imidazole-5-sulfonamide ON1C(N(C2=C1C=C(C=C2)S(=O)(=O)NC2(CC2)C)C)=O